N-tert-butyl-2-[9-(2,6-dimethyl-4-prop-1-ynyl-phenyl)-8,10-dioxo-3-azaspiro[5.5]undecan-3-yl]-2-oxo-acetamide C(C)(C)(C)NC(C(=O)N1CCC2(CC1)CC(C(C(C2)=O)C2=C(C=C(C=C2C)C#CC)C)=O)=O